[Sn].CN1CCNCC1.CN1CCNCC1 di(N-methyl-piperazine) tin